COC=1C=C(N)C=C(C1OC)[N+](=O)[O-] 3,4-dimethoxy-5-nitroaniline